C1(CC1)C1=NN(C=N1)C1CC2(CN(C2)C(=O)N2C[C@H]3[C@@H](C2)CC(C3)OC3=C(C=C(C=C3)C(F)(F)F)F)C1 |r| [6-(3-cyclopropyl-1,2,4-triazol-1-yl)-2-azaspiro[3.3]heptan-2-yl]-[rac-(3aS,6aR)-5-[2-fluoro-4-(trifluoromethyl)phenoxy]-3,3a,4,5,6,6a-hexahydro-1H-cyclopenta[c]pyrrol-2-yl]methanone